ethyl 7-bromo-2-mercaptobenzo[d]oxazole-5-carboxylate BrC1=CC(=CC=2N=C(OC21)S)C(=O)OCC